C(#N)C1=CC=C(CNC(=O)C2=NN(C=3C(N(CCC32)CC3(CC3)S(=O)(=O)C3CC(C3)O[Si](C(C)C)(C(C)C)C(C)C)=O)C)C=C1 N-(4-Cyanobenzyl)-1-methyl-7-oxo-6-((1-(((1s,3s)-3-((triisopropylsilyl)oxy)cyclobutyl)sulfonyl)cyclopropyl)methyl)-4,5,6,7-tetrahydro-1H-pyrazolo[3,4-c]pyridine-3-carboxamide